4,4'-decylene-bisphenol C(CCCCCCCCCC1=CC=C(C=C1)O)C1=CC=C(C=C1)O